phenyl chloroformat ClC(=O)OC1=CC=CC=C1